FC1=C(C=C(C=C1)C(F)(F)F)NC(=O)NC1=CC=C(C=C1)C1=CN=C2N1N=CC(=C2)C=2C=NN(C2)C 1-(2-fluoro-5-(trifluoromethyl)phenyl)-3-(4-(7-(1-methyl-1H-pyrazol-4-yl)imidazo[1,2-b]pyridazin-3-yl)phenyl)urea